2-(4-Bromobenzyl)-4-(2,4-dichlorophenyl)-5-methylimidazole BrC1=CC=C(CC=2NC(=C(N2)C2=C(C=C(C=C2)Cl)Cl)C)C=C1